FC1=C(C=C(C=C1)O)C1=NC=2C=CC3=C(C2C=C1)C1=C(S3)C(N[C@@H](CN1)C)=O (R)-3-(2-fluoro-5-hydroxyphenyl)-10-methyl-9,10,11,12-tetrahydro-8H-[1,4]diazepino[5',6':4,5]thieno[3,2-f]quinolin-8-one